The molecule is a dihydropterin that is 7,8-dihydropteridin-4-one substituted at positions 2, 6 and 7 by amino, 1-hydroxyethyl and methyl groups respectively. It has a role as a bacterial metabolite. It is a dihydropterin, an aromatic amine and a secondary alcohol. CC1C(=NC2=C(N1)N=C(NC2=O)N)C(C)O